4-(6-((7-fluoro-3-methylquinoxalin-6-yl)methoxy)pyridin-2-yl)piperidine FC1=C(C=C2N=C(C=NC2=C1)C)COC1=CC=CC(=N1)C1CCNCC1